C(#N)C=1C(=NC=2[C@H]3C([C@@H](CC2C1C1=C(C=CC=C1C=O)F)C3)(C)C)N3CC1(CN(C1)C(=O)OC(C)(C)C)CC3 tert-butyl 6-((6R,8R)-3-cyano-4-(2-fluoro-6-formylphenyl)-7,7-dimethyl-5,6,7,8-tetrahydro-6,8-methanoquinolin-2-yl)-2,6-diazaspiro[3.4]octane-2-carboxylate